(R)-7-((S)-4-acryloyl-2-methylpiperazin-1-yl)-9-chloro-10-(2-fluoro-6-hydroxyphenyl)-5-oxo-3,5-dihydro-2H-[1,4]oxazino[2,3,4-ij]quinoline-6-carbonitrile C(C=C)(=O)N1C[C@@H](N(CC1)C1=C(C(N2C3=C(C(=C(C=C13)Cl)C1=C(C=CC=C1O)F)OCC2)=O)C#N)C